gamma-glutamyl-selenocysteine Tert-butyl-(3S)-3-[[4-[6-(hydroxymethyl)-1-(2-trimethylsilylethoxymethyl)indol-3-yl]-5-(trifluoromethyl)pyrimidin-2-yl]amino]piperidine-1-carboxylate C(C)(C)(C)C1N(CCC[C@@H]1NC1=NC=C(C(=N1)C1=CN(C2=CC(=CC=C12)CO)COCC[Si](C)(C)C)C(F)(F)F)C(=O)O.N[C@@H](CCC(=O)N[C@@H](C[SeH])C(=O)O)C(=O)O